COC=1C=C(C=NC1)C=1C=NC=NC1 5-(5-methoxypyridin-3-yl)pyrimidin